(R)-(3-Aminopiperidin-1-yl)(2-(1-(cyclopropylmethyl)-6-methoxy-1H-indol-2-yl)-3,4-dihydro-5-oxa-1,2a-diazaacenaphthylen-7-yl)methanone N[C@H]1CN(CCC1)C(=O)C=1C=C2OCCN3C(=NC(C1)=C32)C=3N(C2=CC(=CC=C2C3)OC)CC3CC3